6-formyl-L-tryptophan benzyl ester C(C1=CC=CC=C1)OC([C@@H](N)CC1=CNC2=CC(=CC=C12)C=O)=O